ClC=1C(=C2C(=C(N(C2=CC1)CCC(=O)OC)C(=O)OC)C)C=1C(=NN(C1C)C)CSCC1=NN(C(=C1)CCl)C Methyl 5-chloro-4-(3-((((5-(chloromethyl)-1-methyl-1H-pyrazol-3-yl)methyl)thio)methyl)-1,5-dimethyl-1H-pyrazol-4-yl)-1-(3-methoxy-3-oxopropyl)-3-methyl-1H-indole-2-carboxylate